(5S,7S)-2-((2,2-difluoro-1-methylcyclopropyl)sulfonyl)-7-fluoro-5-phenyl-6,7-dihydro-5H-pyrrolo[1,2-b][1,2,4]triazole FC1(C(C1)(C)S(=O)(=O)C=1N=C2N(N1)[C@@H](C[C@@H]2F)C2=CC=CC=C2)F